4-amino-3-bromo-5-isopropylbenzonitrile NC1=C(C=C(C#N)C=C1C(C)C)Br